ClC1=C(C(=O)OC)C=C(C=C1S(NC1=C(C(=CC=C1)C=1C=NC2=CC(=NC=C2C1)NC)F)(=O)=O)Cl methyl 2,5-dichloro-3-(N-(2-fluoro-3-(7-(methylamino)-1,6-naphthyridin-3-yl)phenyl)sulfamoyl)benzoate